C(CCC)OOC(C)(C)C1=CC(=CC=C1)OOCCCC 1,3-bis-butylperoxyisopropylbenzene